4-chloro-5-fluoro-1H-benzimidazole-2-carbaldehyde ClC1=C(C=CC=2NC(=NC21)C=O)F